4-(4-(4-(4,4,5,5-tetramethyl-1,3,2-dioxaborolan-2-yl)phenyl)piperazin-1-yl)benzonitrile CC1(OB(OC1(C)C)C1=CC=C(C=C1)N1CCN(CC1)C1=CC=C(C#N)C=C1)C